N4-cyclohexyl-3-(5-fluoropyridin-3-yl)-N6-(2-methoxy-4-morpholinophenyl)-1H-pyrazolo[3,4-d]pyrimidine-4,6-diamine C1(CCCCC1)NC1=C2C(=NC(=N1)NC1=C(C=C(C=C1)N1CCOCC1)OC)NN=C2C=2C=NC=C(C2)F